CIS-4-HYDROXY-DL-PROLINE O[C@H]1C[C@H](NC1)C(=O)O